P(=O)(OC[N+]1=C(C(=CC=C1)C1=CC(=NO1)CC1=CC=C(C=C1)CC=1C=NC=CC1)N)(O)[O-] (2-amino-3-(3-(4-(pyridin-3-ylmethyl)benzyl)isoxazol-5-yl)pyridin-1-ium-1-yl)methyl hydrogen phosphate